BrC=1C=CC=2N(C1)N=C(C2C=O)C2=CC=CC=C2 6-bromo-2-phenylpyrazolo[1,5-a]pyridine-3-carbaldehyde